ClC=1C=NC(=NC1)N1CCC(CC1)C(C)OC=1SC2=NC(=CC=C2N1)C1=CC=C(C=C1)S(=O)(=O)C 2-(1-(1-(5-chloropyrimidin-2-yl)piperidin-4-yl)ethoxy)-5-(4-(methylsulfonyl)phenyl)thiazolo[5,4-b]pyridin